N-(5-Bromo-2-methylpyridin-3-yl)benzenesulfonamide BrC=1C=C(C(=NC1)C)NS(=O)(=O)C1=CC=CC=C1